ClC1=CC=C(S1)[C@]1(NC(C[C@H]1C1(CC1)C(=O)N)=O)C |r| (rac-(2S,3S)-2-(5-chlorothiophene-2-yl)-2-methyl-5-oxopyrrolidin-3-yl)cyclopropanecarboxamide